C(CC)OC1=CC=C(C=C1)O 4-propoxyphenol